C(C)OC(C(=C)C)=O.C(C)NS(=O)(=O)C(C(C(C(C(C(C(C(F)(F)F)(F)F)(F)F)(F)F)(F)F)(F)F)(F)F)(F)F N-ethyl-perfluorooctyl-sulfonamide ethyl-methacrylate